CO[C@H]1C[C@@H](N(C1)C(=O)OC(C)(C)C)C(=O)OC(C)(C)C Di-tert-butyl (2R,4S)-4-methoxypyrrolidine-1,2-dicarboxylate